(3-(4,4,5,5-tetramethyl-1,3,2-dioxaborolan-2-yl)cyclopent-3-en-1-yl)methanol CC1(OB(OC1(C)C)C=1CC(CC1)CO)C